NC1=C(C=2C(=NC(=C(C2)COCC(F)(F)F)C)N1C1=C(C(=CC=C1C)OCC1=CC=C(C=C1)OC)C)C#N 2-Amino-1-(3-((4-methoxybenzyl)oxy)-2,6-dimethylphenyl)-6-methyl-5-((2,2,2-trifluoroethoxy)methyl)-1H-pyrrolo[2,3-b]pyridine-3-carbonitrile